dodecyl-dimethylethylammonium chloride [Cl-].C(CCCCCCCCCCC)[N+](CC)(C)C